CC=1C(=NC(=CC1)C)C1=CC(=C(C=C1)C1=NNC2=NC=C(C=C21)C=2C=CC1=C(CC[C@H](CC1)N1C3COC[C@H]1C3)C2)F (1R)-6-[(7S)-2-{3-[4-(3,6-Dimethylpyridin-2-yl)-2-fluorophenyl]-1H-pyrazolo[3,4-b]pyridin-5-yl}-6,7,8,9-tetrahydro-5H-benzo[7]annulen-7-yl]-3-oxa-6-azabicyclo[3.1.1]heptane